5-[(2-amino-3-fluoropyridin-4-yl)methyl]-2-(2-fluoro-4-iodoanilino)-1-methyl-6-oxopyridine NC1=NC=CC(=C1F)CC1=CC=C(N(C1=O)C)NC1=C(C=C(C=C1)I)F